CS(=O)(=O)C=1C=C(CC2CC3(CN(C3)C(=O)N3CC4(C3)NC(OC4)=O)C2)C=CC1 2-[6-(3-methanesulfonyl-benzyl)-2-azaspiro[3.3]heptane-2-carbonyl]-7-oxa-2,5-diazaspiro[3.4]octan-6-one